N1N=NC=2CN(CCC21)CC2=NOC1(C2)CCN(CC1)C(=O)C=1C=NC(=NC1)NCC1=CC(=CC=C1)OC(F)(F)F 5-(3-{1H,4H,5H,6H,7H-[1,2,3]triazolo[4,5-c]pyridin-5-ylmethyl}-1-oxa-2,8-diazaspiro[4.5]dec-2-ene-8-carbonyl)-N-{[3-(trifluoromethoxy)phenyl]methyl}pyrimidin-2-amine